FC1=C(C#N)C=CC(=C1)CO fluoro-4-hydroxymethylbenzonitrile